7-Methylpyrimidino[4,5-d]pyrimidine-2,5(3H,6H)-dione CC=1NC(C=2C(N1)=NC(NC2)=O)=O